1-dimethylmethoxysilyl-2-bis(diethylamino)phenylsilylethylene C[Si](C=C[Si](C1=CC=CC=C1)(N(CC)CC)N(CC)CC)(OC)C